The molecule is a tryptophanyl radical cation. It derives from a D-tryptophan. It is a conjugate acid of a D-tryptophanyl radical. It is an enantiomer of a L-tryptophanyl radical cation. C1=CC=C2C(=C1)C(=C[NH+]2)C[C@H](C(=O)O)N